N1=CC=C(C=C1)C1=NNC2=CC=C(C=C12)NC1=C(C=C(C=C1)C#N)C#N 4-[[3-(4-Pyridyl)-1H-indazol-5-yl]amino]benzene-1,3-dicarbonitrile